C1=CC=CC=2C3=CC=CC=C3C(C12)COC(=O)N[C@H](C(=O)N([C@H](C(=O)N([C@H](C(=O)O)C(C)C)C)CC(C)C)C)[C@H](CC)C (2S)-2-[[(2S)-2-[[(2S,3S)-2-(9H-fluoren-9-ylmethoxycarbonylamino)-3-methylpentanoyl]-methylamino]-4-methylpentanoyl]-methylamino]-3-methylbutanoic acid